4-fluoro-3-iodo-1-(tetrahydro-2H-pyran-2-yl)-1H-indazole-6-carbaldehyde FC1=C2C(=NN(C2=CC(=C1)C=O)C1OCCCC1)I